FC=1C=C(C=CC1F)C1=CN=C(O1)NC1=CC=C(N=N1)C(=N)NO 6-((5-(3,4-difluorophenyl)oxazol-2-yl)amino)-N-hydroxypyridazin-3-carboxamidine